ClC1=CC(=C(C=C1)CN1C(C2=CC(=CC(=C2[C@]1(OCC1(CC1)CO)C1=CC=C(C=C1)Cl)F)C(C)(C)O)=O)SC (3R)-2-{[4-chloro-2-(methylsulfanyl)phenyl]methyl}-3-(4-chlorophenyl)-4-fluoro-3-([1-(hydroxymethyl)cyclopropyl]methoxy)-6-(2-hydroxypropan-2-yl)-2,3-dihydro-1H-isoindol-1-one